1-((4-oxoquinazolin-3(4H)-yl)methyl)pyridine-1-ium chloride [Cl-].O=C1N(C=NC2=CC=CC=C12)C[N+]1=CC=CC=C1